FC1=NC=CC(=C1)OCC(=O)N1CC2=C(CC1)N=C(S2)N2C1CN(CC2CC1)C 2-((2-fluoropyridin-4-yl)oxy)-1-(2-(3-methyl-3,8-diazabicyclo[3.2.1]octan-8-yl)-6,7-dihydrothiazolo[5,4-c]pyridin-5(4H)-yl)ethan-1-one